[Si].[Pt] platinum-silicon